C(C)(C)C1=C(C=NC=C1)NC(=O)N (4-isopropylpyridin-3-yl)urea